FC1=C(C=CC(=C1)C=1N=NNN1)N1[C@@H]2C[C@H]([C@H](C1)C2)OC(=O)C=2C(=NOC2C2CC2)C2=C(C=CC=C2Cl)Cl 5-cyclopropyl-3-(2,6-dichlorophenyl)-1,2-oxazole-4-carboxylic acid (1S,4S,5R)-2-[2-fluoro-4-(2H-1,2,3,4-tetrazol-5-yl) phenyl]-2-azabicyclo[2.2.1]Heptane-5-yl ester